6-fluoro-7-hydroxy-3,4-dihydroisoquinoline-2(1H)-carboxylic acid tert-butyl ester C(C)(C)(C)OC(=O)N1CC2=CC(=C(C=C2CC1)F)O